(R)-8-acryloyl-4-chloro-3-(2-chlorophenyl)-1-((S)-2,4-dimethylpiperazin-1-yl)-6,6a,7,8,9,10-hexahydro-12H-pyrazino[2,1-c]pyrido[3,4-f][1,4]oxazepin-12-one C(C=C)(=O)N1C[C@@H]2COC3=C(C(N2CC1)=O)C(=NC(=C3Cl)C3=C(C=CC=C3)Cl)N3[C@H](CN(CC3)C)C